tert-butyl 3-(aminomethyl)-3-fluoro-azetidine-1-carboxylate NCC1(CN(C1)C(=O)OC(C)(C)C)F